1-(1-(2-(1H-indol-3-yl)ethyl)-7-ethoxy-6-methoxy-3,4-dihydroisoquinoline-2(1H)-yl)-2-methoxyethane-1-one N1C=C(C2=CC=CC=C12)CCC1N(CCC2=CC(=C(C=C12)OCC)OC)C(COC)=O